(S)-2-amino-5-((5-aminopentanyl)amino)pentanoic acid N[C@H](C(=O)O)CCCNCCCCCN